N-{(2S,3R)-4,4-difluoro-1-((2R)-oxetane-2-carbonyl)-2-[(2,3',5'-trifluoro[1,1'-biphenyl]-3-yl)methyl]pyrrolidin-3-yl}-methanesulfonamide FC1([C@@H]([C@@H](N(C1)C(=O)[C@@H]1OCC1)CC=1C(=C(C=CC1)C1=CC(=CC(=C1)F)F)F)NS(=O)(=O)C)F